FC1=CC=C(C(=O)C=2C=3N(C4=C(C2)N(CC4(C)C)C(CN4[C@H](CN[C@@H](C4)C)CN4[C@@H](COCC4)C)=O)N=CN3)C=C1 1-(4-(4-fluorobenzoyl)-8,8-dimethyl-7,8-dihydro-6H-pyrrolo[2,3-e][1,2,4]triazolo[1,5-a]pyridin-6-yl)-2-((2R,5R)-5-methyl-2-(((R)-3-methylmorpholino)methyl)piperazin-1-yl)ethan-1-one